(2-(5-(1-(3,5-dichloropyridin-4-yl)ethoxy)-1H-indazol-3-yl)-4,6-dihydropyrrolo[3,4-d]imidazol-5(1H)-yl)((R)-pyrrolidin-3-yl)ketone ClC=1C=NC=C(C1C(C)OC=1C=C2C(=NNC2=CC1)C1=NC2=C(N1)CN(C2)N2C[C@@H](CC2)C(=O)[C@H]2CN(CC2)N2CC=1NC(=NC1C2)C2=NNC1=CC=C(C=C21)OC(C)C2=C(C=NC=C2Cl)Cl)Cl